COC=1C=C2C(=CC=NC2=CC1OC)OC1=C(C=CC=C1)OC 6,7-Dimethoxy-4-(2-methoxyphenoxy)quinoline